CN1CC2=CC(=CC=C2CC1)CN1N=CC=C1 1-[(2-methyl-3,4-dihydro-1H-isoquinolin-7-yl)methyl]pyrazole